[Cl-].[Cl-].C[Si](C[Nb+2](C[Si](C)(C)C)C[Si](C)(C)C)(C)C tris(trimethyl-silyl-methyl)niobium dichloride